bis-(2-methyl-1-naphthoyl)-2,5-dimethylphenyl-phosphine oxide CC1=C(C2=CC=CC=C2C=C1)C(=O)P(C1=C(C=CC(=C1)C)C)(C(=O)C1=C(C=CC2=CC=CC=C12)C)=O